2-Ethylhexyl 3-((7-(cyclopropanecarbonyl)-5,6,7,8-tetrahydro-2,7-naphthyridin-3-yl)thio)propanoate C1(CC1)C(=O)N1CCC=2C=C(N=CC2C1)SCCC(=O)OCC(CCCC)CC